3-((3-fluoro-4-(piperazin-1-yl)phenoxy)methyl)morpholine-4-carboxylic acid tert-butyl ester C(C)(C)(C)OC(=O)N1C(COCC1)COC1=CC(=C(C=C1)N1CCNCC1)F